4-chloro-2-(2-fluoropropan-2-yl)pyrimidine ClC1=NC(=NC=C1)C(C)(C)F